N1C[C@@H](OCC1)CO (2R)-morpholin-2-ylmethanol